C(C)OC(CCCC(C(F)(F)F)(O)C(NC=1C=NC(=C(C1)C(F)(F)F)C#N)=O)=O 5-[[6-cyano-5-(trifluoromethyl)pyridin-3-yl]carbamoyl]-6,6,6-trifluoro-5-hydroxyhexanoic acid ethyl ester